tert-Butyl (3-cyano-4-(3-((3S,4S)-3-(dimethylamino)-4-methylpyrrolidin-1-yl)-5-fluoro-7,9-dihydrofuro[3,4-f]quinazolin-6-yl)-7-fluorothieno[3,2-c]pyridin-2-yl)carbamate C(#N)C1=C(SC2=C1C(=NC=C2F)C=2C1=C(C=3C=NC(=NC3C2F)N2C[C@H]([C@H](C2)C)N(C)C)COC1)NC(OC(C)(C)C)=O